P(=O)(O)(O)O[C@H]1[C@]([C@@H](O[C@@H]1CO)N1C=NC=2C(=O)NC(N)=NC12)(O)OC 2'-methoxyguanosine-3'-phosphate